(4-(4-acetylpiperazin-1-yl)butyl)-4-benzyl-1,2,4-thiadiazolidine-3,5-dione C(C)(=O)N1CCN(CC1)CCCCN1SC(N(C1=O)CC1=CC=CC=C1)=O